2,2'-Thio-diethanol S(CCO)CCO